(2S,4R)-N-[[1-(4-bromophenyl)pyrazol-4-yl]methyl]-1-[(2S)-2-(4-cyclopropyltriazol-1-yl)-3,3-dimethyl-butanoyl]-4-hydroxy-pyrrolidine-2-carboxamide BrC1=CC=C(C=C1)N1N=CC(=C1)CNC(=O)[C@H]1N(C[C@@H](C1)O)C([C@H](C(C)(C)C)N1N=NC(=C1)C1CC1)=O